C1(=CC=CC=C1)C1=NC2=CC=C(C=C2C=C1)N 2-Phenylquinoline-6-amine